NC=1C(=NC2=C(C(=C(C=C2C1N[C@H]1C[C@H](N(CC1)C(=O)OC(C)(C)C)CC(=O)OC(C)(C)C)I)Br)F)N1CC(C1)N(C)C tert-butyl (2S,4R)-4-((3-amino-7-bromo-2-(3-(dimethylamino)azetidin-1-yl)-8-fluoro-6-iodoquinolin-4-yl)amino)-2-(2-(tert-butoxy)-2-oxoethyl)piperidine-1-carboxylate